C(CCCCCCCCC(=O)OCC(CCCC)CC)(=O)OCC(CCCC)CC di(2-ethyl-hexyl) sebacate